C(C)N1CCN(CC1)C1=NC=C(C=N1)B1OC(C(O1)(C)C)(C)C 2-(4-ethylpiperazin-1-yl)-5-(4,4,5,5-tetramethyl-1,3,2-Dioxaborolan-2-yl)pyrimidine